methyl 4-amino-3-methyl-pyridine-2-carboxylate NC1=C(C(=NC=C1)C(=O)OC)C